3-(2-oxoethyl)-N-phenylbenzamide O=CCC=1C=C(C(=O)NC2=CC=CC=C2)C=CC1